FC(C(=O)NC=1C=C2C(=CN(C2=CC1)C)C#CC=1SC(=CC1)C(F)(F)F)=C 2-Fluoro-N-(1-methyl-3-((5-(trifluoromethyl)thiophen-2-yl)ethynyl)-1H-indol-5-yl)acrylamide